4-[5-[(6-Amino-2-pyridyl)sulfonylcarbamoyl]-2-tert-butyl-6-(2,2,4-trimethylpyrrolidin-1-yl)-3-pyridyl]cyclohex-3-en NC1=CC=CC(=N1)S(=O)(=O)NC(=O)C=1C=C(C(=NC1N1C(CC(C1)C)(C)C)C(C)(C)C)C1=CCCCC1